C1(=CC=C(C=C1)NC(=O)[C@@H]1CC[C@H]2N1C([C@H](CN(CC2)C(C)=O)NC(=O)C2=CC1=C(S2)C=C(C(=C1)C(F)(F)P(O)(O)=O)F)=O)C1=CC=CC=C1 ((2-(((5S,8S,10aR)-8-([1,1'-biphenyl]-4-ylcarbamoyl)-3-acetyl-6-oxodecahydro-pyrrolo[1,2-a][1,5]diazocin-5-yl)carbamoyl)-6-fluorobenzo[b]thiophen-5-yl)difluorometh-yl)phosphonic acid